[1-(trifluoromethyl) cyclobutyl] imidazole-1-carboxylate N1(C=NC=C1)C(=O)OC1(CCC1)C(F)(F)F